C(C1=CC=CC=C1)N1CCC(CC1)CC1C(C2=CC=C(C=C2C1)C=1CCN(CC1)CCCCN1C=CC2=CC(=CC=C12)C#N)=O (4-(4-(2-((1-benzylpiperidin-4-yl)methyl)-1-oxo-2,3-dihydro-1H-inden-5-yl)-3,6-dihydropyridin-1(2H)-yl)butyl)-1H-indole-5-carbonitrile